2-(2,6-dioxo-3-piperidyl)-5-[4-[[(3S)-1-(4-piperidylmethyl)pyrrolidin-3-yl]methyl]piperazin-1-yl]isoindoline-1,3-dione O=C1NC(CCC1N1C(C2=CC=C(C=C2C1=O)N1CCN(CC1)C[C@@H]1CN(CC1)CC1CCNCC1)=O)=O